NCCCCCC1=CC2=C(N(C(N2C)=O)C2C(NC(CC2)=O)=O)C=C1 3-[5-(5-aminopentyl)-3-methyl-2-oxo-benzimidazol-1-yl]piperidine-2,6-dione